C(CCC)OC(CCC(C)(OOC(C)(C)C)OOC(C)(C)C)=O n-Butyl-4,4-bis(t-butylperoxy)-valerat